bis(trimethylsilicon) borate B([O-])([O-])O.C[Si+](C)C.C[Si+](C)C